N-(3'-cyano-[1,1'-biphenyl]-4-yl)-2-(2-(cyclopropanesulfonamido)pyrimidin-4-yl)-2-methylpropanamide C(#N)C=1C=C(C=CC1)C1=CC=C(C=C1)NC(C(C)(C)C1=NC(=NC=C1)NS(=O)(=O)C1CC1)=O